C1(=CC=CC=C1)CN1C=C(C2=CC=CC=C12)CCC1N(CCC2=CC(=C(C=C12)OC)OC)CC1CCOCC1 1-(2-(1-phenylmethyl-1H-indol-3-yl)ethyl)-6,7-dimethoxy-2-((tetrahydro-2H-pyran-4-yl)methyl)-1,2,3,4-tetrahydroisoquinoline